2-Bromo-1-fluoronaphthalene BrC1=C(C2=CC=CC=C2C=C1)F